6-(4-methylbenzyl)-2-(pyridin-2-yl)-4,5,6,7-tetrahydro-2H-pyrazolo[3,4-c]pyridin-3-ol CC1=CC=C(CN2CC=3C(CC2)=C(N(N3)C3=NC=CC=C3)O)C=C1